(S)-3-((4-(5-chloro-3-methyl-2-(morpholin-2-ylmethyl)phenyl)pyrrolo[2,1-f][1,2,4]triazin-6-yl)methyl)-1-methylpyrimidine-2,4(1H,3H)-dione ClC=1C=C(C(=C(C1)C1=NC=NN2C1=CC(=C2)CN2C(N(C=CC2=O)C)=O)C[C@H]2CNCCO2)C